COC1=CC=C(C(=O)C2=NOC(O2)=O)C=C1 3-(4-methoxybenzoyl)-1,4,2-dioxazol-5-one